N-(5-bromo-1-trityl-1H-indazol-3-yl)-1-(1-methoxyprop-2-yl)piperidine-4-carboxamide carbamate C(N)(O)=O.BrC=1C=C2C(=NN(C2=CC1)C(C1=CC=CC=C1)(C1=CC=CC=C1)C1=CC=CC=C1)NC(=O)C1CCN(CC1)C(COC)C